rac-(1S,2R,3R,5R)-2-fluoro-3-(methylamino)-8-azabicyclo[3.2.1]octane-8-carboxylic acid tert-butyl ester C(C)(C)(C)OC(=O)N1[C@@H]2[C@@H]([C@@H](C[C@H]1CC2)NC)F |r|